2,8-dimethyl-7-(3-(thiophen-2-yl)-7,8-dihydro-1,6-naphthyridin-6(5H)-yl)-4H-pyrimido[1,2-b]pyridazin-4-one CC=1N=C2N(N=C(C(=C2)C)N2CC=3C=C(C=NC3CC2)C=2SC=CC2)C(C1)=O